C(C)(C)OCC(=O)O[Si](OC(C)=O)(OC(C)=O)CC1=CC=CC=C1 i-Propoxybenzyltriacetoxysilane